ClC1=C(C=CC(=C1)CNCCC=1N=NN(C1)CCNC1=NC2=C(C3=CN=CC=C13)C=CC(=C2)C(=O)O)C2=CC=CC=C2 5-((2-(4-(2-(((2-Chloro-[1,1'-biphenyl]-4-yl)methyl)amino)ethyl)-1H-1,2,3-triazol-1-yl)ethyl)amino)benzo[c][2,6]naphthyridine-8-carboxylic acid